B(O[Si](CCC)(CCC)CCC)(O[Si](CCC)(CCC)CCC)O[Si](C)(C)C bis(tripropylsilyl) (trimethylsilyl) borate